(dimethylamino)-N,N-dimethyl-(3H-[1,2,3]triazolo[4,5-b]pyridin-3-yloxy)ammonium methoxide hexafluorophosphate F[P-](F)(F)(F)(F)F.C[O-].CN(C)[N+](C)(C)ON1N=NC=2C1=NC=CC2.CN(C)[N+](C)(C)ON2N=NC=1C2=NC=CC1